FC1=CC=C(C=C1)S(=O)(=O)N1C=C(C=C1C=1C(=NC=CC1)F)C=O 1-((4-fluorophenyl)sulfonyl)-5-(2-fluoropyridin-3-yl)-1H-pyrrole-3-carbaldehyde